O.Cl.C(C)OC(=O)C1=C(N(C2=CC(=C(C(=C12)CN(C)C)O)Br)C)CSC1=CC=CC=C1 6-bromo-4-(dimethylaminomethyl)-5-hydroxy-1-methyl-2-(phenylthiomethyl)-1H-indole-3-carboxylic acid ethyl ester hydrochloride hydrate